methyl 2-[[3-morpholinosulfonyl-6-(oxazol-2-ylamino)-4-quinolyl]amino]benzoate O1CCN(CC1)S(=O)(=O)C=1C=NC2=CC=C(C=C2C1NC1=C(C(=O)OC)C=CC=C1)NC=1OC=CN1